CN1CCC(CC1)C(C)N 1-(1-methylpiperidin-4-yl)ethan-1-amine